3,3-dimethyl-5-nitro-2,3-dihydrofuro[3,2-b]pyridine CC1(COC=2C1=NC(=CC2)[N+](=O)[O-])C